2,3-bis(oxiran-2-ylmethoxy)propan-1-ol Tert-butyl-N-[[2-(3-hydroxypropyl)-4-(4-methylthiazol-5-yl)phenyl]methyl]carbamate C(C)(C)(C)N(C(=O)OCC(COCC1OC1)OCC1OC1)CC1=C(C=C(C=C1)C1=C(N=CS1)C)CCCO